(S)-8-((2-(1H-benzo[d]imidazol-1-yl)-3-(benzyloxy)propyl)thio)-7-chloro-6-(trifluoromethyl)quinazoline-2,4-diol N1(C=NC2=C1C=CC=C2)[C@H](CSC=2C(=C(C=C1C(=NC(=NC21)O)O)C(F)(F)F)Cl)COCC2=CC=CC=C2